O=C1N(CCCC1)CC(=O)OCCCCCCCCCCCC dodecyl 2-(2-oxopiperidin-1-yl)acetate